BrC1=CC2=C(OC[C@@H](C(N2C)=O)NC(=O)N2N=CC(=C2)CC2=CC=C(C=C2)F)C=C1 (S)-N-(7-bromo-5-methyl-4-oxo-2,3,4,5-tetrahydrobenzo[b][1,4]oxazepin-3-yl)-4-(4-fluorobenzyl)-1H-pyrazole-1-carboxamide